1-(2-(4-(3,5-difluorophenyl)-1H-imidazol-2-yl)piperidin-1-yl)-2-(methylthio)propan-1-one FC=1C=C(C=C(C1)F)C=1N=C(NC1)C1N(CCCC1)C(C(C)SC)=O